methyl 2,2-bis(isopropoxycarbothioylsulfanyl)acetate C(C)(C)OC(=S)SC(C(=O)OC)SC(=S)OC(C)C